1,2-Butanediol sulfate S(=O)(=O)(O)O.C(C(CC)O)O